1-amino-N-(4-aminophenyl)cyclopentane-1-formamide NC1(CCCC1)C(=O)NC1=CC=C(C=C1)N